C1=C(C=CC=2OC3=C(C21)C=CC=C3)C3=NC(=C(C(=N3)OC)C(F)(F)F)F 2-(2-dibenzofuranyl)-6-fluoro-4-methoxy-5-(trifluoromethyl)pyrimidine